N-(3-((3-amino-5-(4-amino-4-methylpiperidin-1-yl)pyrazin-2-yl)thio)-2-chlorophenyl)-2-hydroxy-4-oxo-4H-pyrido[1,2-a]pyrimidine-3-carboxamide NC=1C(=NC=C(N1)N1CCC(CC1)(C)N)SC=1C(=C(C=CC1)NC(=O)C1=C(N=C2N(C1=O)C=CC=C2)O)Cl